N1,N1-dimethyl-N3-(2-methylquinolin-4-yl)propane-1,3-diamine CN(CCCNC1=CC(=NC2=CC=CC=C12)C)C